FC=1C=C2C(=C(/C(/C2=CC1)=C/C1=CC=C(C=C1)OC1=CC=C(C=C1)F)C)CC(=O)NO 2-[(1Z)-5-fluoro-1-{[4-(4-fluorophenoxy)phenyl]methylidene}-2-methyl-1H-inden-3-yl]-N-hydroxyacetamide